OC(COC1=CC=C(C=C1)C(CC)N1C[C@@H](N(C[C@H]1C)C1=CC(N(C=2C=CC(=NC12)C#N)C)=O)C)(C)C 8-((2s,5r)-4-(1-(4-(2-hydroxy-2-methylpropyloxy)phenyl)propyl)-2,5-dimethylpiperazin-1-yl)-5-methyl-6-oxo-5,6-dihydro-1,5-naphthyridine-2-carbonitrile